tert-butyl 4-(3-((2-(4-fluorobenzylcarbamoyl)pyridin-4-yl)methyl)-4-oxo-3,4-dihydroquinazolin-6-yl)-1H-pyrazole-1-carboxylate FC1=CC=C(CNC(=O)C2=NC=CC(=C2)CN2C=NC3=CC=C(C=C3C2=O)C=2C=NN(C2)C(=O)OC(C)(C)C)C=C1